13-Bromo-5-fluoro-14,19-dimethoxy-16,16-dioxo-9-oxa-16λ6-thia-6,17-diazatetracyclo[16.3.1.111,15.02,7]tricosa-1(21),2(7),3,5,11,13,15(23),18(22),19-nonaen-10-one BrC=1C=C2C(OCC=3N=C(C=CC3C3=CC=C(C(NS(C(C1OC)=C2)(=O)=O)=C3)OC)F)=O